4-((3-(4-Methoxyphenyl)-1H-1,2,4-triazol-1-yl)sulfonyl)benzonitrile COC1=CC=C(C=C1)C1=NN(C=N1)S(=O)(=O)C1=CC=C(C#N)C=C1